C1(=CC=CC=C1)S(=O)(=O)ON=C(C#N)C1=CC=C(C=C1)OC (benzenesulfonyloxyimino)-4-methoxyphenylacetonitrile